BrC=1C(=C(C=C(C1)F)N1C(OCC1)=O)OC 3-(3-bromo-5-fluoro-2-methoxyphenyl)oxazolidin-2-one